C(=C)NC(CC)=O N-vinyl(methyl)acetamid